C(C1=CC=CC=C1)OC1=C(C=CC(=C1)C)Br 2-(benzyloxy)-1-bromo-4-methylbenzene